OCC1CCC(CC1)N1N=C2C=C(C(=CC2=C1)NC(=O)C1=NC(=CC=C1)C(F)(F)F)C(=O)N(C)OC 2-[4-(hydroxymethyl)cyclohexyl]-N-methoxy-N-methyl-5-[[6-(trifluoromethyl)pyridine-2-carbonyl]amino]indazole-6-carboxamide